(4-chloro-2,3-dihydro-1H-inden-2-yl)methanol ClC1=C2CC(CC2=CC=C1)CO